C(C)(C)(C)OC(C(CN(C)C1=CC=C(C=C1)Br)O)=O 3-((4-bromophenyl)(methyl)amino)-2-hydroxypropionic acid tert-butyl ester